C1(=CC=CC2=CC=CC=C12)C1=NC(=NC(=N1)C1=CC=CC2=CC=CC=C12)C1=CC(=CC=C1)B1OC(C(O1)(C)C)(C)C 2,4-di(naphthalen-1-yl)-6-(3-(4,4,5,5-tetramethyl-1,3,2-dioxaborolan-2-yl)phenyl)-1,3,5-triazine